C(C)(C)(C)OC(NC=1SC2=C(N1)C(=CC=C2F)O)=O (7-fluoro-4-hydroxy-1,3-benzothiazol-2-yl)carbamic acid tert-butyl ester